FC1=C(C(=CC=C1)C=C)C(C)(C)F 1-fluoro-2-(2-fluoropropane-2-yl)-3-vinylbenzene